BrC1=CC=C(OC=2C3=C(SC2C(=O)C2=C(C=CC=C2C)C)C=C(C=C3)O)C=C1 (3-(4-Bromophenoxy)-6-hydroxybenzo[b]thiophen-2-yl)(2,6-dimethylphenyl)Methanone